FC=C(C(C(C(F)(F)F)(F)F)(F)F)F trans-1,2,3,3,4,4,5,5,5-nonafluoro-1-pentene